O=C([C@H](C)N1C(C2=CC=CC=C2C1=O)=O)N1CC=CC[C@H]1C=1C=NC=CC1 2-((S)-1-oxo-1-((S)-6-(pyridin-3-yl)-5,6-dihydropyridin-1(2H)-yl)propan-2-yl)isoindoline-1,3-dione